(2S,3R)-2-amino-3-hydroxy-3-(3-nitrophenyl)propanoic acid N[C@H](C(=O)O)[C@@H](C1=CC(=CC=C1)[N+](=O)[O-])O